C12N(CC(NC1)CC2)C=2C(=C1CN(C(C1=CC2F)=O)C2CNCCC2)F 3-(5-(2,5-diazabicyclo[2.2.2]octan-2-yl)-4,6-difluoro-1-oxoisoindoline-2-yl)piperidine